FC1=CC=C(C=C1)C1=C(NC=C1C(=O)OC)C(=O)OC Dimethyl 3-(4-fluorophenyl)-1H-pyrrole-2,4-dicarboxylate